OP(=O)(CC[C@H](N)C(=O)[O-])C.[NH4+] |r| ammonium 4-[hydroxy(methyl)phosphinoyl]-DL-homoalaninate